N(=C=S)C1=CC(=C(C=C1)[C@H]1N(CCC1)C)C(F)(F)F (S)-2-(4-isothiocyanato-2-(trifluoromethyl)phenyl)-1-methylpyrrolidine